Methyl 4-(7-chloroquinolin-2-yl)-2-(cyclohexyloxy)-4-(4-methoxyphenyl)-2-phenylbutyrate ClC1=CC=C2C=CC(=NC2=C1)C(CC(C(=O)OC)(C1=CC=CC=C1)OC1CCCCC1)C1=CC=C(C=C1)OC